2-(3-(1-(4-(2-fluoro-3-methoxyphenoxy)phenyl)-8-methylimidazo[1,5-a]pyrazin-3-yl)pyrrolidine-1-carbonyl)-4,4-dimethylpent-2-enenitrile FC1=C(OC2=CC=C(C=C2)C=2N=C(N3C2C(=NC=C3)C)C3CN(CC3)C(=O)C(C#N)=CC(C)(C)C)C=CC=C1OC